N-benzhydryl-2-[1-[(6-chloropyridin-3-yl)methyl]-5-oxopyrrolidin-2-yl]acetamide C(C1=CC=CC=C1)(C1=CC=CC=C1)NC(CC1N(C(CC1)=O)CC=1C=NC(=CC1)Cl)=O